7-ethyl-3-(4-fluorophenyl)-5-(1-hydroxyethyl)quinoline-2-carbonitrile C(C)C1=CC(=C2C=C(C(=NC2=C1)C#N)C1=CC=C(C=C1)F)C(C)O